C1(NCCC2=CC=CC=C12)CNC(=O)C1CCCCC1 N-(1,2,3,4-tetrahydro-isoquinolin-1-ylmethyl)-cyclohexanecarboxylic acid-amide